CC1CNC2=C(C=CC=C2C1=O)C 3,8-Dimethyl-2,3-dihydro-1H-quinolin-4-one